N[C@H]1[C@@](CCC1)(O)C |r| (+-)-(1R,2R)-2-amino-1-methylcyclopentanol